N1N=CC(=C1)N1ONC2=C1C=CC=C2C=2C=NNC2 1,4-bis(1H-pyrazole-4-yl)2,1,3-benzooxadiazole